4-(2-(6-amino-8-bromo-9H-purin-9-yl)ethoxy)benzonitrile NC1=C2N=C(N(C2=NC=N1)CCOC1=CC=C(C#N)C=C1)Br